FC=1C(=C(C=O)C=C(C1)C(=O)N1CCC(CC1)C=1C=NC(=NC1)N1CCCC1)O 3-fluoro-2-hydroxy-5-(4-(2-(pyrrolidin-1-yl)pyrimidin-5-yl)piperidine-1-carbonyl)benzaldehyde